(S)-4-amino-6'-(((tetrahydrofuran-3-yl)oxy)methyl)-6-(thiazole-2-yl)-[2,2'-bipyridine]-3-carbonitrile NC1=C(C(=NC(=C1)C=1SC=CN1)C1=NC(=CC=C1)CO[C@@H]1COCC1)C#N